(2S,11aR)-8-methyl-2-((2-oxo-1,2,3,4-tetrahydro-1,6-naphthyridin-7-yl)oxy)-6-(pyrrolidine-1-yl)-2,3,11,11a-tetrahydro-1H,5H-benzo[f]pyrrolo[2,1-c][1,4]oxazepin-5-one CC1=CC2=C(C(N3[C@@H](CO2)C[C@@H](C3)OC3=NC=C2CCC(NC2=C3)=O)=O)C(=C1)N1CCCC1